C(=O)C1=C(OCCNC(OC(C)(C)C)=O)C=C(C=C1)OC tert-butyl N-[2-(2-formyl-5-methoxy-phenoxy)ethyl]carbamate